8-cyclopentyl-2-((3-((4-hydroxypiperidin-1-yl)sulfonyl)phenyl)amino)-7-oxo-7,8-dihydropyrido[2,3-d]pyrimidine-6-carbonitrile C1(CCCC1)N1C(C(=CC2=C1N=C(N=C2)NC2=CC(=CC=C2)S(=O)(=O)N2CCC(CC2)O)C#N)=O